cis-6-((3-(3-((tert-butyldimethylsilyl)oxy)azetidin-1-yl)-4-chlorophenyl)carbamoyl)-3-methyl-6-azabicyclo[3.1.1]heptane-1-carboxylic acid [Si](C)(C)(C(C)(C)C)OC1CN(C1)C=1C=C(C=CC1Cl)NC(=O)N1C2CC(CC1(C2)C(=O)O)C